tert-butyl (S)-3-((3,4-dichlorobenzamido)methyl)-7-hydroxy-3,4-dihydroisoquinoline-2(1H)-carboxylate ClC=1C=C(C(=O)NC[C@H]2N(CC3=CC(=CC=C3C2)O)C(=O)OC(C)(C)C)C=CC1Cl